(carbamoylmethylamino)ethanesulfonic acid C(N)(=O)CNC(C)S(=O)(=O)O